CSC=1C=NC(=NC1)N 5-methylsulfanyl-pyrimidin-2-amine